FC(C1=CC=C(C=C1)C1=NN(C=2C1=NC=CC2)C2CN(C2)C(C#C)=O)(F)F 1-(3-(3-(4-(trifluoromethyl)phenyl)-1H-pyrazolo[4,3-b]pyridin-1-yl)azetidin-1-yl)prop-2-yn-1-one